6-chloro-2,4-diphenyl-benzoAzole ClC1=CC2=C(C=C(N2)C2=CC=CC=C2)C(=C1)C1=CC=CC=C1